C(CCC)OCCCN=C=O 3-butoxypropyl isocyanate